NCCC(C(C(=O)O)([2H])[2H])([2H])[2H] 5-aminovaleric acid-d4